OCCCCOC=1C=C2C=CC(OC2=CC1)=O 6-(4-hydroxybutyl-oxy)coumarin